C(C)C1(C(NC2=NC=CC=C2C1)=O)O 3-ethyl-3-hydroxy-3,4-dihydro-1,8-naphthyridin-2(1H)-one